N-[(2S)-1-(4-{[5-(3-methyl-1,2-oxazol-5-yl)thiophen-2-yl]sulfonyl}piperazin-1-yl)propan-2-yl]-8-(pyridin-2-yl)quinazolin-4-amine CC1=NOC(=C1)C1=CC=C(S1)S(=O)(=O)N1CCN(CC1)C[C@H](C)NC1=NC=NC2=C(C=CC=C12)C1=NC=CC=C1